3-chloro-4-nitro-1,1'-biphenyl ClC=1C=C(C=CC1[N+](=O)[O-])C1=CC=CC=C1